N[C@H]1C[C@@H]2N([C@H](OC2)C2=CC=CC=C2)C1=O (3R,6S,7aS)-6-amino-3-phenyltetrahydropyrrolo[1,2-c]oxazol-5(3H)-one